C(#N)COC1=C(C(=C(C=C1)C1=CN=C(N1C)C(=O)NC1=CC(=C(C=C1)C(NCCNC(=O)[C@@H]1NC[C@](C1)(C)O)=O)C)F)F 5-[4-(cyanomethoxy)-2,3-difluoro-phenyl]-N-[4-[2-[[(2R,4R)-4-hydroxy-4-methyl-pyrrolidine-2-carbonyl]amino]ethylcarbamoyl]-3-methylphenyl]-1-methylimidazole-2-carboxamide